1-ethyl-1-methylpyrrolidinium trifluoromethanesulfonate FC(S(=O)(=O)[O-])(F)F.C(C)[N+]1(CCCC1)C